1-[({4-[(3R)-3-methyl-4-(2-methylpropanoyl)piperazinyl]-1-[5-(difluoromethyl)(1,3,4-thiadiazol-2-yl)]-1H-indazol-6-yl}sulfonyl)amino]cyclopropanecarbonitrile C[C@@H]1CN(CCN1C(C(C)C)=O)C1=C2C=NN(C2=CC(=C1)S(=O)(=O)NC1(CC1)C#N)C=1SC(=NN1)C(F)F